FC1(CCN(CC1)C(=O)C1=CC(=C(C=C1)NC=1C=CC(=NC1)C#N)[N+](=O)[O-])F 5-((4-(4,4-difluoropiperidine-1-carbonyl)-2-nitrophenyl)amino)picolinonitrile